(S)-(5-(3-fluoropyridin-2-yl)-1,3,4-oxadiazol-2-yl)(4-(4-isopropylpyrazolo[1,5-a]pyridin-2-yl)-1,4,6,7-tetrahydro-5H-imidazo[4,5-c]pyridin-5-yl)methanone FC=1C(=NC=CC1)C1=NN=C(O1)C(=O)N1[C@@H](C2=C(CC1)NC=N2)C2=NN1C(C(=CC=C1)C(C)C)=C2